tert-butyl N-[5-[[2-[(2R,5S)-2-(3-chloro-5-fluoro-phenyl)-5-methyl-1-piperidyl]-2-oxo-acetyl]amino]-3-methyl-2-pyridyl]carbamate ClC=1C=C(C=C(C1)F)[C@@H]1N(C[C@H](CC1)C)C(C(=O)NC=1C=C(C(=NC1)NC(OC(C)(C)C)=O)C)=O